OC(C[N+](C)(C)CC(C)O)C di-(2-hydroxypropyl)-dimethylammonium